3-(1,3-benzothiazole-7-sulfonyl)-1-[(2S)-2-methyl-4-[4-methyl-6-(trifluoromethyl)pyridin-3-yl]piperazin-1-yl]propan-1-one S1C=NC2=C1C(=CC=C2)S(=O)(=O)CCC(=O)N2[C@H](CN(CC2)C=2C=NC(=CC2C)C(F)(F)F)C